2,4-dihydroxy-3,3-dimethylbutyronitrile OC(C#N)C(CO)(C)C